N-carbamoylmethyltriazole C(N)(=O)CN1N=NC=C1